6-((3s,4r)-3-aminotetrahydro-2H-pyran-4-yl)-2-chloro-7-ethynyl-N-(furan-2-ylmethyl)thieno[3,2-d]pyrimidin-4-amine trifluoroacetate FC(C(=O)O)(F)F.N[C@@H]1COCC[C@H]1C1=C(C=2N=C(N=C(C2S1)NCC=1OC=CC1)Cl)C#C